FC=1C(=NC(=NC1)NC1=NC=C(C=C1)CN1CCN(CC1)C)C1=CC2=C(N=C3N2C2(CC2)CC3)C(=C1)F 5-fluoro-4-(5-fluoro-2,3-dihydrospiro[benzo[d]pyrrolo[1,2-a]imidazole-1,1'-cyclopropan]-7-yl)-N-(5-((4-methylpiperazin-1-yl)methyl)pyridin-2-yl)pyrimidin-2-amine